[N+](=[N-])=CC(CC[C@@H](C(SC(C([2H])([2H])[2H])(C([2H])([2H])[2H])[2H])=O)NC([C@H](C)OC)=O)=O S-(propan-2-yl-d7) (S)-6-diazo-2-((S)-2-methoxypropanamido)-5-oxohexanethioate